1-((3S,4R)-4-(3,4-difluorophenyl)-1-((R)-1,1,1-trifluoro-3-methoxypropan-2-yl)pyrrolidin-3-yl)-3-(3-((S)-2-hydroxypropoxy)-4-methyl-1-phenyl-1H-pyrazol-5-yl)urea FC=1C=C(C=CC1F)[C@H]1[C@@H](CN(C1)[C@@H](C(F)(F)F)COC)NC(=O)NC1=C(C(=NN1C1=CC=CC=C1)OC[C@H](C)O)C